3-(tert-butoxycarbonylamino)-5-[(4-chlorophenyl)methyl]-8-fluoro-4-oxo-2,3-dihydro-1,5-benzothiazepine-7-carboxylic acid C(C)(C)(C)OC(=O)NC1CSC2=C(N(C1=O)CC1=CC=C(C=C1)Cl)C=C(C(=C2)F)C(=O)O